NC=1C=C(C=C2C=C(N=CC12)NC(=O)[C@H]1[C@H](C1)F)C=1C(=C2C(=NC1)NC=N2)C |r| (±)-cis-N-(8-amino-6-(7-methyl-3H-imidazo[4,5-b]pyridin-6-yl)isoquinolin-3-yl)-2-fluorocyclopropanecarboxamide